CNC(C(C(C)C)(C(C)C)C)=O 2,3-dimethyl-2-(2-propyl)-butyric acid-N-methyl-amide